C[C@H]1N(CCC1)CC(NC1=CC=C(C=C1)OC1CC(C1)N1CCCCC1)=S (R)-2-(2-methylpyrrolidin-1-yl)-N-(4-(3-(piperidin-1-yl)cyclobutoxy)phenyl)ethanethioamide